methyl (S)-2-(chloromethyl)-3-(oxetan-2-ylmethyl)-3H-thieno[2,3-d]imidazole-5-carboxylate ClCC1=NC2=C(N1C[C@H]1OCC1)SC(=C2)C(=O)OC